ClC=1C=C2C(=C(C(NC2=NC1)=O)C1=NN(C(C1)C1=CC=C(C=C1)C)C(CC)=O)C 6-chloro-4-methyl-3-(1-propionyl-5-(p-tolyl)-4,5-dihydro-1H-pyrazol-3-yl)-1,8-naphthyridin-2(1H)-one